(S)-2-chloropropionic acid Cl[C@H](C(=O)O)C